2-(2,5-difluorophenyl)pyrrolidin-1-ylpyrazolo[1,5-a]pyrimidin-3-amine FC1=C(C=C(C=C1)F)C1N(CCC1)C1=NN2C(N=CC=C2)=C1N